C(#N)C1CC2(C1)CC(N(CC2)CC2=C1C=CNC1=C(C=C2OC)C)C2=CC=C(C(=O)N1CC(CC1)CC(=O)O)C=C2 2-(1-(4-(2-cyano-7-((5-methoxy-7-methyl-1H-indol-4-yl)methyl)-7-azaspiro[3.5]nonan-6-yl)benzoyl)pyrrolidin-3-yl)acetic acid